C(C)(C)N1N=CC2=C1N=C(NC2=O)[C@@H]2CN(C[C@H]2C)CC=2C=C1N=CC=NC1=CC2 1-isopropyl-6-[(3S,4S)-4-methyl-1-(quinoxalin-6-ylmethyl)pyrrolidin-3-yl]-1,5-dihydro-4H-pyrazolo[3,4-d]pyrimidin-4-one